4-[2-methyl-1-(morpholin-4-yl)propan-2-yl]-3-nitroaniline CC(CN1CCOCC1)(C)C1=C(C=C(N)C=C1)[N+](=O)[O-]